Carboxycycloocta-1,3,5,7-tetraene C(=O)(O)C1=CC=CC=CC=C1